2-(4-cyanophenyl)-N-(3-(7-fluoro-5-oxo-1-thioxo-1,2-dihydro-[1,2,4]triazolo[4,3-a]quinazolin-4(5H)-yl)propyl)acetamide C(#N)C1=CC=C(C=C1)CC(=O)NCCCN1C=2N(C3=CC=C(C=C3C1=O)F)C(NN2)=S